ClC1=CC(=C(NC=2C(=C(C=NC2)C(C#N)C2=NC(=NC=C2)Cl)C)C=C1)F 2-[5-(4-chloro-2-fluoro-anilino)-4-methyl-3-pyridinyl]-2-(2-chloropyrimidin-4-yl)acetonitrile